Cl.C(C)(C)(C)OC([C@@H](N)C[C@@H](C(=O)OC(C)(C)C)F)=O (4S)-4-fluoro-L-glutamic acid di-tert-butyl ester hydrochloride